BrC=1C=CC2=C(N(CCNC2)C)C1 8-bromo-1-methyl-1,2,3,4-tetrahydro-5H-benzo[e][1,4]diazepine